2-((4-chloro-2-fluorobenzyl)oxy)-6-(1-((4-(2-(methyl-sulfonyl)ethyl)-4H-1,2,4-triazol-3-yl)methyl)piperidin-4-yl)pyridine ClC1=CC(=C(COC2=NC(=CC=C2)C2CCN(CC2)CC2=NN=CN2CCS(=O)(=O)C)C=C1)F